C(=C)[SiH]1[SiH]([SiH]([SiH]([SiH]([SiH]1C=C)C=C)C=C)C=C)C=C.[K] potassium hexavinylcyclohexasilane